((1R,3R,5S)-tert-butyl 8-(5-(3-cyano-6-(1-methyl-1H-pyrazol-4-yl) pyrazolo[1,5-a]pyridin-4-yl) pyridin-2-yl)-8-azabicyclo[3.2.1]oct-3-yl) carbamate C(N)(O[C@H]1C[C@]2(CC[C@@H](C1)N2C2=NC=C(C=C2)C=2C=1N(C=C(C2)C=2C=NN(C2)C)N=CC1C#N)C(C)(C)C)=O